(S)-2-(4-(2-(2,6-dimethylpyridin-4-yl)-3-isopropyl-1H-indol-5-yl)piperidin-1-yl)-N-methyl-N-(tetrahydrofuran-3-yl)acetamide CC1=NC(=CC(=C1)C=1NC2=CC=C(C=C2C1C(C)C)C1CCN(CC1)CC(=O)N([C@@H]1COCC1)C)C